4,4-dimethyl-6-(2-((1-(methylsulfonyl)piperidin-4-yl)amino)pyrimidin-4-yl)-3,4-dihydroisoquinolin-1(2H)-one CC1(CNC(C2=CC=C(C=C12)C1=NC(=NC=C1)NC1CCN(CC1)S(=O)(=O)C)=O)C